ethylenebis(4-benzoylbenzyl-dimethyl-ammonium) C(C[N+](C)(C)CC1=CC=C(C=C1)C(C1=CC=CC=C1)=O)[N+](C)(C)CC1=CC=C(C=C1)C(C1=CC=CC=C1)=O